1,3-dioxecane O1COCCCCCCC1